[6-[2-(dimethylamino)-[1,2,4]triazolo[1,5-a]pyridin-7-yl]-2-methoxy-3-pyridinyl]-5-methyl-3-phenyl-isoxazole-4-carboxamide hydrochloride Cl.CN(C1=NN2C(C=C(C=C2)C2=CC=C(C(=N2)OC)NC(=O)C=2C(=NOC2C)C2=CC=CC=C2)=N1)C